ClC=1C=C2C(=C3C4(NC(NC13)=O)CCCCC4)OC(=C2)C(=O)NCC2=C(C=CC=C2)F 5'-chloro-N-[(2-fluorophenyl)methyl]-7'-oxo-7',8'-dihydro-6'H-spiro[cyclohexane-1,9'-furo[2,3-f]quinazoline]-2'-carboxamide